C(C)OC(=O)C=1N=C(SC1CCCOC1=CC=CC=C1)N amino-5-(3-phenoxypropyl)-1,3-thiazole-4-carboxylic acid ethyl ester